CC([C@@H](C(N1[C@@H](CCC1)C(=O)N1C[C@@H](OCC1)C1=CC=CC=C1)=O)NC(=O)C1=CC2=C(S1)C=CC(=C2)C(F)(F)P(O)(O)=O)(C)C ((2-(((S)-3,3-dimethyl-1-oxo-1-((S)-2-((S)-2-phenylmorpholine-4-carbonyl)pyrrolidin-1-yl)butan-2-yl)carbamoyl)benzo[b]thiophen-5-yl)difluoromethyl)phosphonic acid